N1=CC=NC2=C1C(=CC=N2)C(=O)N pyrido[2,3-e]pyrazine-8-carboxamide